5-(4'-isopropylbenzyl)-2,4-dioxotetrahydro-1,3-thiazole C(C)(C)C1=CC=C(CC2C(NC(S2)=O)=O)C=C1